Thiochroman-4-one 1,1-dioxide S1(CCC(C2=CC=CC=C12)=O)(=O)=O